[PH2]([O-])=O.[Li+] lithium phosphinate